tert-butyl 4-(4-((5-chloro-6-phenoxypyridin-3-yl)amino)pyrido[3,2-d]pyrimidin-6-yl)piperazine-1-carboxylate ClC=1C=C(C=NC1OC1=CC=CC=C1)NC=1C2=C(N=CN1)C=CC(=N2)N2CCN(CC2)C(=O)OC(C)(C)C